C(C1=CC=C(C(=O)[O-])C=C1)(=O)OC1C(C(C1(C)C)OC(C1=CC=C(C(=O)[O-])C=C1)=O)(C)C (2,2,4,4-tetramethylcyclobutane-1,3-diyl) diterephthalate